C1(CC1)C1=NC=NC(=C1C1=NN2C(N(C(C=C2)=O)CC2=CC(=C(C=C2)C=2N(C=C(N2)C(F)(F)F)C)F)=N1)OC(F)F 2-(4-cyclopropyl-6-(difluoromethoxy)pyrimidin-5-yl)-4-(3-fluoro-4-(1-methyl-4-(trifluoromethyl)-1H-imidazol-2-yl)benzyl)-[1,2,4]triazolo[1,5-a]pyrimidin-5(4H)-one